1,3-di-t-butylimidazolium acetate C(C)(=O)[O-].C(C)(C)(C)N1C=[N+](C=C1)C(C)(C)C